ethyl 4-(cyclopent-3-en-1-yl)-3-oxobutyrate C1(CC=CC1)CC(CC(=O)OCC)=O